ClC=1N=C(C2=C(N1)NC=C2)NC=2C=CC=C1C=CN(C21)S(=O)(=O)C 2-chloro-N-(1-(methylsulfonyl)indol-7-yl)-7H-pyrrolo[2,3-d]Pyrimidine-4-amine